SCCC(=O)OCC ethyl 3-mercaptopropionate